3-(2-azidoethoxy)-3-methyl-2-oxobutanal N(=[N+]=[N-])CCOC(C(C=O)=O)(C)C